ClC=1C=C(C=CC1)N=C=O 3-Chloro-phenylisocyanate